C=1N=CN2C1C1=CC=CC=C1[C@H]2[C@H]2[C@H](C=1C=NN=CC1CC2)O (5R,6S)-6-((R)-5H-Imidazo[5,1-a]isoindol-5-yl)-5,6,7,8-tetrahydrophthalazin-5-ol